F[C@H]1CC=2C(=NCN(C2)C2CCOCC2)N[C@H]1C1=C(C=CC(=C1)C)F (6S,7S)-6-FLUORO-7-(2-FLUORO-5-METHYLPHENYL)-3-(TETRAHYDRO-2H-PYRAN-4-YL)-5,6,7,8-TETRAHYDROPYRIDO[2,3-D]PYRIMIDINE